C(CCCCCCC\C=C/CCCCCCCC)CS(=O)(=O)O (Z)-octadeca-9-en-1-ylmethanesulfonic acid